[Al].[Co].[Ni] Nickel Cobalt Aluminium